3-amino-6-(pent-4-yn-1-yl)-5-phenylpyrazine-2-carbonitrile NC=1C(=NC(=C(N1)C1=CC=CC=C1)CCCC#C)C#N